8-carboxymethyltetracyclo[4.4.0.12,5.17,10]-3-dodecene C(=O)(O)CC1C2C3C4C=CC(C3C(C1)C2)C4